3-(3,5-di-t-butyl-4-hydroxyphenyl)-N'-[3-(3,5-di-t-butyl-4-hydroxyphenyl)propionyl]propionylhydrazine methyl-6-bromo-3-formyl-1-methyl-1H-indole-4-carboxylate COC(=O)C=1C=2C(=CN(C2C=C(C1)Br)C)C=O.C(C)(C)(C)C=1C=C(C=C(C1O)C(C)(C)C)C(CC(=O)NN)C(CCC1=CC(=C(C(=C1)C(C)(C)C)O)C(C)(C)C)=O